4-methyl-1-propyl-1H-pyrrolo[2,3-b]pyridin-6-amine CC1=C2C(=NC(=C1)N)N(C=C2)CCC